azanediylbis(ethane-2,1-diyl) ditetradecanoate mesylate S(C)(=O)(=O)O.C(CCCCCCCCCCCCC)(=O)OCCNCCOC(CCCCCCCCCCCCC)=O